C(=O)(O)CN1CCN(CCC(N(CCN(CCC1)CC(=O)O)CC(=O)O)CC1=CC=C(C=C1)N=C=S)CC(=O)O [4,8,11-tri-carboxymethyl-12-(4-isothiocyanato-benzyl)-1,4,8,11-tetraaza-cyclotetradec-1-yl]-acetic acid